C1(CCCCCC1)[C@@H](C(=O)NC1=CC=C(C=C1)C=1C(=NNC1C)C)NC(=O)C=1C(=NOC1)C N-[(1S)-1-cycloheptyl-2-[4-(3,5-dimethyl-1H-pyrazol-4-yl)anilino]-2-oxo-ethyl]-3-methyl-isoxazole-4-carboxamide